O=C1N(C(C2=CC=CC=C12)=O)C(C(=O)NC(OC)=S)C O-methyl [2-(1,3-dioxo-1,3-dihydro-2H-isoindol-2-yl)propanoyl]carbamothioate